O(C1=CC=CC=C1)CC(C1=CC=CC=C1)C1=C(C2=C(S1(=O)=O)C=CC=C2)C(=O)[O-] 2-phenoxy-1-phenylethylbenzo[b]thiophene-3-carboxylate-1,1-dioxide